β-alanine tert-butyl ester C(C)(C)(C)OC(CCN)=O